(S)-1-(1-(3-Chlorophenyl)ethyl)-N5-ethyl-N3-methyl-1H-pyrazole-3,5-dicarboxamide ClC=1C=C(C=CC1)[C@H](C)N1N=C(C=C1C(=O)NCC)C(=O)NC